CC1=C(C=C(OCC(=O)N[C@H](CC2=CC=CC=C2)C(=O)[O-])C=C1)B1OC(C(O1)(C)C)(C)C {[4-methyl-3-(4,4,5,5-tetramethyl-1,3,2-dioxaborolan-2-yl)phenoxy]acetyl}-D-phenylalaninate